P(O)(O)=O.CC(C)(C#N)C dimethyl-cyanoethane phosphonate